ethyl 4-bromo-5-hydroxy-6-methoxybenzo[b]thiophene-2-carboxylate BrC1=C(C(=CC=2SC(=CC21)C(=O)OCC)OC)O